ClC=1C=NN(C(C1Cl)=O)[C@@H](C(=O)NC1=CC(=C(C=C1)C)S(=O)(=O)N1CCN(CCC1)C)CCO (R)-2-(4,5-dichloro-6-oxopyridazin-1(6H)-yl)-4-hydroxy-N-(4-methyl-3-((4-methyl-1,4-diazepan-1-yl)sulfonyl)phenyl)butanamide